C[C@@H]1N(CCN(C1)C=1C=NN2C1C=CC(=C2)C=2C=NN(C2)C)C(=O)O[C@H](C)C2=CC=CC=C2 (R)-1-phenylethyl (S)-2-methyl-4-[6-(1-methylpyrazol-4-yl)pyrazolo[1,5-a]pyridin-3-yl]piperazine-1-carboxylate